N-[2-amino-5-(4-fluorophenyl)phenyl]-4-[(5-methyl-2-pyridinyl)sulfonyl]benzamide NC1=C(C=C(C=C1)C1=CC=C(C=C1)F)NC(C1=CC=C(C=C1)S(=O)(=O)C1=NC=C(C=C1)C)=O